FC=1C(=NC=C(C1)C(C(C(F)(F)F)(F)F)(F)F)C=1C(=C(C(=O)N)C=C(C1)[N+](=O)[O-])SC1=NN=CN1C(CO)(C)C [3-fluoro-5-(1,1,2,2,3,3,3-heptafluoropropyl)-2-pyridyl]-2-[[4-(2-hydroxy-1,1-dimethyl-ethyl)-1,2,4-triazol-3-yl]sulfanyl]-5-nitro-benzamide